[Si](C)(C)(C(C)(C)C)OC[C@H](C=C)N1C(C2=CC=CC=C2C1=O)=O (S)-2-(1-((tert-butyldimethylsilyl)oxy)but-3-en-2-yl)isoindole-1,3-dione